methyl-3'-(methylsulfonylamino)-[1,1'-biphenyl]-4-carboxylic acid CC1=C(C=CC(=C1)C(=O)O)C1=CC(=CC=C1)NS(=O)(=O)C